ClC1=NC(=NC=C1)O[C@H]1C[C@H](N(C1)C(=O)OCC1=CC=CC=C1)C(=O)OC O1-benzyl O2-methyl (2S,4S)-4-(4-chloropyrimidin-2-yl)oxypyrrolidine-1,2-dicarboxylate